N-benzyl-3-((tetrahydro-2H-pyran-2-yl)oxy)propan-1-amine C(C1=CC=CC=C1)NCCCOC1OCCCC1